O=C1NC(CCC1C1=CC=C(C=N1)N1CCC2(CN(C2)C(=O)OC(C)(C)C)CC1)=O tert-butyl 7-(6-(2,6-dioxopiperidin-3-yl)pyridin-3-yl)-2,7-diazaspiro[3.5]nonane-2-carboxylate